C(C)(C)C1=C(C=CC=C1)C1N(CCN(C1)CCOC)C1CCC12CCNCC2 (2-(2-isopropylphenyl)-4-(2-methoxyethyl)piperazin-1-yl)-7-azaspiro[3.5]nonane